COC=1C=C(OCCN2[C@@H](C(N(CC2)C)=O)C)C=CC1[N+](=O)[O-] (R)-4-(2-(3-methoxy-4-nitrophenoxy)ethyl)-1,3-dimethylpiperazin-2-one